amino-laurate oxide NC(C(=[O+][O-])[O-])CCCCCCCCCC